methyl-7-(piperidin-3-ylmethyl)-3-(pyridin-4-yl)pyrazolo[1,5-a]pyrimidine dihydrochloride Cl.Cl.CC1=NN2C(N=CC=C2CC2CNCCC2)=C1C1=CC=NC=C1